2-(4-(ethylamino)-2-hydroxy-5-methylbenzoyl)benzoic acid C(C)NC1=CC(=C(C(=O)C2=C(C(=O)O)C=CC=C2)C=C1C)O